CC1(CN(C=2C1=NC=CC2)C2=NC(=NC=N2)NC=2C(=CC(=C(C2)NC(C=C)=O)N(C)CCN(C)C)OC)C N-(5-((4-(3,3-dimethyl-2,3-dihydro-1H-pyrrolo[3,2-b]pyridin-1-yl)-1,3,5-triazin-2-yl)amino)-2-((2-(dimethylamino)ethyl)(methyl)amino)-4-methoxyphenyl)acrylamide